6-amino-2-oxo-4-(4-(6-oxo-3-phenylpyridazin-1(6H)-yl)phenyl)-1-phenyl-1,2-dihydropyridine-3,5-dicarbonitrile NC1=C(C(=C(C(N1C1=CC=CC=C1)=O)C#N)C1=CC=C(C=C1)N1N=C(C=CC1=O)C1=CC=CC=C1)C#N